S-(aminoethyl)isothiourea NCCSC(N)=N